CN1C2=C(C3=C1C(N(N=C3)CC3=C1C=NN(C1=CC=C3)COCC[Si](C)(C)C)=O)SC(=N2)C=O 4-methyl-5-oxo-6-((1-((2-(trimethylsilyl)ethoxy)methyl)-1H-indazol-4-yl)methyl)-5,6-dihydro-4H-thiazolo[5',4':4,5]pyrrolo[2,3-d]pyridazine-2-carbaldehyde